4-hydroxy-1,1-dimethylpyrrolidin-1-ium OC1CC[N+](C1)(C)C